(((7-chloro-4-hydroxy-1-(2-isopropyl-4-methylpyridin-3-yl)-2-oxo-1,2-dihydropyrido[2,3-d]pyrimidin-5-yl)oxy)methyl)piperazin-1-formate ClC=1C=C(C2=C(N(C(N=C2O)=O)C=2C(=NC=CC2C)C(C)C)N1)OCOC(=O)N1CCNCC1